2-[5-fluoro-3-(2,4,6-trifluorophenyl)pyridin-2-yl]prop-2-en-1-ol FC=1C=C(C(=NC1)C(CO)=C)C1=C(C=C(C=C1F)F)F